(R)-2-(2,5-difluorophenyl)pyrrolidine Ethyl-(3E)-3-[3-(3-chlorophenyl)prop-2-yn-1-ylidene]-2,2-dimethylpyrrolidine-1-carboxylate C(C)OC(=O)N1C(/C(/CC1)=C/C#CC1=CC(=CC=C1)Cl)(C)C.FC1=C(C=C(C=C1)F)[C@@H]1NCCC1